C(=C)S(=O)(=O)F VINYLSULFONYL FLUORIDE